C(C)(=O)C([C@H](N)C(=O)O)(C)C 3-acetylvaline